CN1N=C(C=C1)COC1=NNC=C1NC=1N=CC2=C(N1)NC(C21CC1)=O 2'-((3-((1-methyl-1H-pyrazol-3-yl)methoxy)-1H-pyrazol-4-yl)amino)spiro[cyclopropane-1,5'-pyrrolo[2,3-d]pyrimidin]-6'(7'H)-one